2-(4-Chloro-3-fluorophenyl)acetic acid methyl ester COC(CC1=CC(=C(C=C1)Cl)F)=O